COC=1C(=NC=CC1)NC1=NC(=NS1)C1=NC=CC(=C1)C N-(3-methoxy-pyridin-2-yl)-3-(4-methyl-pyridin-2-yl)-1,2,4-thiadiazol-5-amine